FC(C(=O)O)(F)F.C1(CC1)N1C(N(C=2C(C1=O)=C(N(C(C2C)=O)C)NC2=C(C=C(C=C2)I)F)C=2C=C(C=CC2)NC(=N)N)=O 1-(3-(3-Cyclopropyl-5-((2-fluoro-4-iodophenyl)amino)-6,8-dimethyl-2,4,7-trioxo-3,4,6,7-tetrahydropyrido[4,3-d]pyrimidin-1(2H)-yl)phenyl)guanidine 2,2,2-trifluoroacetate